1-(3-(5-(3-(methylsulfonyl)phenyl)-1H-pyrazolo[3,4-b]pyridin-3-yl)phenyl)-3-phenylurea CS(=O)(=O)C=1C=C(C=CC1)C=1C=C2C(=NC1)NN=C2C=2C=C(C=CC2)NC(=O)NC2=CC=CC=C2